4-amino-2-methyl-4-oxobutan NC(CC(C)C)=O